N-(3-(difluoromethoxy)benzyl)propanamide FC(OC=1C=C(CNC(CC)=O)C=CC1)F